C(C)(=O)NC1C(CCCC1)=O 2-acetamidocyclohexanone